C1(=CC=CC=C1)C=1C=2N(C3=CC=C(C=C3N1)C(=O)OC)C=CN2 methyl 4-phenylimidazo[1,2-a]quinoxaline-7-carboxylate